[Si](C1=CC=CC=C1)(C1=CC=CC=C1)(C(C)(C)C)OC[C@H]1C[C@@H](CCC1)O |o1:19,21| (1R*,3R*)-3-(((tert-Butyldiphenylsilyl)oxy)methyl)cyclohexan-1-ol